2-propylmalonic acid potassium salt [K+].C(CC)C(C(=O)[O-])C(=O)[O-].[K+]